N1CC(CC1)C1=CC=C(S1)C(CSC1=NC(=NC2=CC=CC=C12)C(F)(F)F)=O 1-(5-(pyrrolidin-3-yl)thiophen-2-yl)-2-((2-(trifluoromethyl)quinazolin-4-yl)thio)ethanone